N1(CCC1)C1=NC2=CC(=C(C=C2C(=N1)N1CC(CCC1)N)OC)OCCCN(C)C 1-(2-(azetidin-1-yl)-7-(3-(dimethylamino)propoxy)-6-methoxyquinazolin-4-yl)piperidin-3-amine